4-hexylphenylboronic acid C(CCCCC)C1=CC=C(C=C1)B(O)O